ethan ethyl-2-(2-((5-(3-(aminomethyl)phenyl)benzofuran-3-yl)methoxy)-4-ethylphenyl)acetate C(C)OC(CC1=C(C=C(C=C1)CC)OCC1=COC2=C1C=C(C=C2)C2=CC(=CC=C2)CN)=O.CC